L-aspartic acid monopotassium [K].N[C@@H](CC(=O)O)C(=O)O